2,5-dimethyl-4-methoxyphenol CC1=C(C=C(C(=C1)OC)C)O